2-(2-Isopropoxynaphthalen-1-yl)phenyl trifluoromethanesulfonate FC(S(=O)(=O)OC1=C(C=CC=C1)C1=C(C=CC2=CC=CC=C12)OC(C)C)(F)F